(3S,4R,5R)-4-fluoro-3,5-dimethyl-piperidine FC1[C@H](CNC[C@H]1C)C